Cl.ClC1=CC(=C(C=C1)C1(OC2=C(O1)C=CC=C2C2CCNCC2)C)F 4-(2-(4-chloro-2-fluorophenyl)-2-methylbenzo[d][1,3]dioxol-4-yl)piperidine hydrochloric acid salt